[6-(3-cyclopropyl-1,2,4-triazol-1-yl)-2-azaspiro[3.3]heptan-2-yl]-[2-(3-methoxyphenyl)sulfonyl-2,6-diazaspiro[3.3]heptan-6-yl]methanone C1(CC1)C1=NN(C=N1)C1CC2(CN(C2)C(=O)N2CC3(CN(C3)S(=O)(=O)C3=CC(=CC=C3)OC)C2)C1